6-(difluoromethyl)-5-fluoropicolinate FC(C1=C(C=CC(=N1)C(=O)[O-])F)F